1,3,5-tri-O-benzoyl-α-(D)-ribofuranose C(C1=CC=CC=C1)(=O)O[C@@H]1[C@H](O)[C@H](OC(C2=CC=CC=C2)=O)[C@H](O1)COC(C1=CC=CC=C1)=O